3-(5-benzyl-pyrimidin-2-yl)pyrrolidine-1-carboxylic acid tert-butyl ester C(C)(C)(C)OC(=O)N1CC(CC1)C1=NC=C(C=N1)CC1=CC=CC=C1